C(C)(C)(C)OC(=O)N1CCN(CC1)C1=C2C=C(N=NC2=C(C=C1)C(=O)OC)C methyl 5-[4-(tert-butoxycarbonyl) piperazin-1-yl]-3-methylcinnoline-8-carboxylate